2-[2-(5-fluoro-6-methyl-2-pyridyl)imidazo[1,2-a]pyridin-3-yl]-7-(5,6,7,8-tetrahydroimidazo[1,2-a]pyrazin-2-yl)-1,5-naphthyridine FC=1C=CC(=NC1C)C=1N=C2N(C=CC=C2)C1C1=NC2=CC(=CN=C2C=C1)C=1N=C2N(CCNC2)C1